C(C)(C)(C)N(C(O)=O)C12CC(C1)(C2)C(N)=O.ICCN2N=C1C=C(C(=CC1=C2)NC(=O)C2=NC(=CC=C2)C(F)(F)F)OC N-[2-(2-iodoethyl)-6-methoxy-indazol-5-yl]-6-(trifluoromethyl)pyridine-2-carboxamide tert-Butyl-(3-carbamoylbicyclo[1.1.1]pentan-1-yl)carbamate